α,2,4-trichloroacetophenone C1=CC(=C(C=C1Cl)Cl)C(=O)CCl